FC1=C(C=C(C(=C1O)F)C(F)(F)F)C1=NN(C2=NC(=NC=C21)N2CCN(CC2)C(=O)C2CCOCC2)C (4-(3-(2,4-Difluoro-3-hydroxy-5-(trifluoromethyl)phenyl)-1-methyl-1H-pyrazolo[3,4-d]pyrimidin-6-yl)piperazin-1-yl)(tetrahydro-2H-pyran-4-yl)methanone